5-[4-(difluoromethylidene)piperidin-1-yl]-4H-1,2,4-triazol-3-amine FC(=C1CCN(CC1)C=1NC(=NN1)N)F